CC1(C=2C(=NC=3C=CC(=CC13)C(=O)OC)C1=CC=C(C=C1C2C2=CC=CC=C2)C(F)(F)F)C methyl 10,10-dimethyl-11-phenyl-2-(trifluoromethyl)-10H-indeno[1,2-b]quinoline-8-carboxylate